N-(β-Aminoethyl)-γ-aminopropyltrimethoxysilan NCCNCCC[Si](OC)(OC)OC